1-ethoxy-1-trimethylsiloxycyclopropane C(C)OC1(CC1)O[Si](C)(C)C